2H-benzo[d][1,3]oxazin-2,4(1H)-dione N1C(OC(C2=C1C=CC=C2)=O)=O